tert-butyl ((3-acetyl-8-(4-(dimethylcarbamoyl)piperazin-1-yl) imidazo[1,2-a]pyridin-6-yl)sulfonyl)(1-methylcyclopropyl)carbamate C(C)(=O)C1=CN=C2N1C=C(C=C2N2CCN(CC2)C(N(C)C)=O)S(=O)(=O)N(C(OC(C)(C)C)=O)C2(CC2)C